[Na].C1CCC2=C(C=3CCCC3C=C12)NC(=O)NS(=O)(=O)C=1OC=C(C1)C(C)(C)O N-[[(1,2,3,5,6,7-hexahydro-s-indacen-4-yl)amino]carbonyl]-4-(1-hydroxy-1-methylethyl)-2-furansulfonamide sodium salt